CC1=NOC(=C1)CC(=O)N1CCC2(C(C2)CNC(=O)C2=CC=3C(=CN=CC3)O2)CC1 N-[[6-[2-(3-methylisoxazol-5-yl)acetyl]-6-azaspiro[2.5]octan-2-yl]methyl]furo[2,3-c]pyridine-2-carboxamide